ClC1=NC(=C(C=2N=C(NC(C21)=O)SC)F)Cl 5,7-dichloro-8-fluoro-2-(methylsulfanyl)-3H,4H-pyrido[4,3-d]pyrimidin-4-one